4-{5-[1-ethyl-3-(hydroxymethyl)-1H-pyrazol-5-yl]-1H-imidazol-2-yl}-1-methyl-1H-indazole-6-carboxamide C(C)N1N=C(C=C1C1=CN=C(N1)C1=C2C=NN(C2=CC(=C1)C(=O)N)C)CO